C(CCCCCCCCCCCCCCCCC)OC=1C=C(C(=O)OCC(=O)OCC2CN(CC(O2)N2C=3N=C(NC(C3N=C2)=O)NC(C(C)C)=O)C(C2=CC=CC=C2)(C2=CC=CC=C2)C2=CC=CC=C2)C=C(C1OCCCCCCCCCCCCCCCCCC)OCCCCCCCCCCCCCCCCCC (6-(N2-isobutyrylguanine-9-yl)-4-tritylmorpholin-2-yl)methyl 2-((3,4,5-tris(octadecyloxy)benzoyl)oxy)acetate